6-FLUORO-1H-INDOLE-2-CARBALDEHYDE FC1=CC=C2C=C(NC2=C1)C=O